[Cl-].C(CCCCCCC\C=C/CCCCCCCC)(=O)NCCC[N+](C)(C)CC(CO)O oleamidopropyl-2,3-dihydroxypropyl-dimethylammonium chloride